C(=O)(O)N[C@@H](CC[S+](C)C[C@@H]1[C@H]([C@H]([C@@H](O1)N1C=NC=2C(N)=NC=NC12)O)O)C(=O)O carboxy-S-adenosyl-L-methionine